C(#N)C1=CC=C(C=N1)NS(=O)(=O)N1CCC(CC1)N1N=CC(=C(C1=O)Cl)Cl N-(6-cyano-3-pyridyl)-4-(4,5-dichloro-6-oxo-pyridazin-1-yl)piperidine-1-sulfonamide